BrC1=CC2=C(OC(CN2C(=O)OC(C)(C)C)(C)C)C=C1 tert-butyl 6-bromo-2,2-dimethyl-2,3-dihydro-4H-benzo[b][1,4]oxazine-4-carboxylate